COC(CC1=CC=CC2=C1O[C@@H](CN2C)C2=CC(=CC=C2)Br)=O |r| (±)-2-(2-(3-Bromophenyl)-4-methyl-3,4-dihydro-2H-benzo[b][1,4]oxazin-8-yl)acetic acid methyl Ester